1-methyl-5-(3-methyl-1,2,4-thiadiazol-5-yl)-1,2,3,4-tetrahydro-2,6-naphthyridine CC1NCCC2=C(N=CC=C12)C1=NC(=NS1)C